C(C)(C)(C)OC(=O)N1CC(C(C1)O)(C)C(F)F 3-(difluoromethyl)-4-hydroxy-3-methylpyrrolidine-1-carboxylic acid tert-butyl ester